2,7-dibromo-N-hexyl-carbazole BrC1=CC=2N(C3=CC(=CC=C3C2C=C1)Br)CCCCCC